BrC1=CC=C2C(CNC(C2=C1)C(=O)OC(C)(C)C)=NS(=O)C(C)(C)C tert-butyl 7-bromo-4-((tert-butylsulfinyl) imino)-3,4-dihydroisoquinoline-1(2H)-carboxylate